COC(C1=CC(=C(C(=C1)CN(C1=CC=C(C=C1)C=C1C(NC(NC1=O)=O)=O)CC)O)N1N=C2C(=N1)C=CC=C2)=O 3-(2H-benzo[d][1,2,3]triazol-2-yl)-5-((ethyl(4-((2,4,6-trioxotetrahydropyrimidine-5(2H)-ylidene)methyl)phenyl)amino)methyl)-4-hydroxybenzoic acid methyl ester